N1C=NC2=C1C=CC(=C2)N2C(OCC2C(C)C2=CC=CC=C2)=O 3-(1H-Benzo[d]imidazol-5-yl)-4-(1-phenylethyl)oxazolidin-2-on